6-chloro-5-(2,6-difluorophenyl)-7-(trifluoromethyl)-3H-1,4-benzodiazepine-2-Amine ClC1=C(C=CC2=C1C(=NCC(=N2)N)C2=C(C=CC=C2F)F)C(F)(F)F